FC=1C=C(C[N+](C1)=O)C(C#N)(C)C 2-(5-fluoro-1-oxo-pyridin-1-ium-3-yl)-2-methyl-propionitrile